FC(C1=NN=C(O1)C1=CN=C(S1)CC1=NC=CC=C1N)F ((5-(5-(difluoromethyl)-1,3,4-oxadiazol-2-yl)thiazol-2-yl)methyl)pyridin-3-amine